tert-butyl 2-(3-fluoro-2-hydroxypyridin-4-yl)-7-methyl-4-oxo-1,4,6,7-tetrahydro-5H-pyrrolo[3,2-c]pyridine-5-carboxylate FC=1C(=NC=CC1C1=CC=2C(N(CC(C2N1)C)C(=O)OC(C)(C)C)=O)O